C(CC)SC(C(=O)O)C 2-(PROPYLSULFANYL)PROPANOIC ACID